NCCCC/C=C/C(=O)N1C[C@@H](CCC1)N1N=C(C=2C1=NC=NC2N)C2=CC=C(C=C2)OC2=CC=CC=C2 (E)-7-amino-1-[(3R)-3-[4-amino-3-(4-phenoxyphenyl)pyrazolo[3,4-d]pyrimidin-1-yl]-1-piperidyl]hept-2-en-1-one